3-(4-cyano-2-methoxy-phenoxy)-6-iodo-5-methyl-N-(1-oxidopyridin-1-ium-3-yl)pyridazine-4-carboxamide C(#N)C1=CC(=C(OC=2N=NC(=C(C2C(=O)NC=2C=[N+](C=CC2)[O-])C)I)C=C1)OC